methyl 6-cyclopropylsulfinylpyridine-3-carboxylate C1(CC1)S(=O)C1=CC=C(C=N1)C(=O)OC